(R)-6-(2-(3-chlorophenyl)-2-hydroxyacetyl)-2-(1-(4-(thiazol-5-yl)thiophen-2-yl)cyclopropyl)-5,6,7,8-tetrahydropyrido[4,3-d]pyrimidin-4(3H)-one ClC=1C=C(C=CC1)[C@H](C(=O)N1CC2=C(N=C(NC2=O)C2(CC2)C=2SC=C(C2)C2=CN=CS2)CC1)O